Diphenylmethanone O-benzoyl oxime C(C1=CC=CC=C1)(=O)ON=C(C1=CC=CC=C1)C1=CC=CC=C1